ClC1=CC(=CC(=N1)N1CC2(C3=C1N=CN=C3N3C[C@H](N(C[C@@H]3C)C(=O)OC(C)(C)C)C)CCC2)C#N tert-butyl (2R,5S)-4-(7'-(6-chloro-4-cyanopyridin-2-yl)-6',7'-dihydrospiro[cyclobutane-1,5'-pyrrolo[2,3-d]pyrimidin]-4'-yl)-2,5-dimethylpiperazine-1-carboxylate